2-(4-bromopyrimidin-2-yl)oxyethoxy-tert-butyl-dimethyl-silane BrC1=NC(=NC=C1)OCCO[Si](C)(C)C(C)(C)C